CC1=C(C=NC=C1)C1=CC(=CC(N1)=O)C1=CC(=NC=C1)NC1=NC(=NC=C1)C 6-(4-methyl-3-pyridyl)-4-[2-[(2-methylpyrimidin-4-yl)amino]-4-pyridyl]-1H-pyridin-2-one